2-(3,3-difluorocyclobutyl)-1-((2-fluoropyridin-4-yl)methyl)-6-(4-methoxypyrrolo[2,1-f][1,2,4]triazin-5-yl)-1H-imidazo[4,5-b]pyridine FC1(CC(C1)C=1N(C=2C(=NC=C(C2)C=2C=CN3N=CN=C(C32)OC)N1)CC1=CC(=NC=C1)F)F